(3-(diphenylamino)-2-(4,4,5,5-tetramethyl-1,3,2-dioxaborolan-2-yl)phenoxy)-9,9-dimethyl-N,N-diphenyl-9H-fluoren-2-amine C1(=CC=CC=C1)N(C=1C(=C(OC2=C(C=CC=3C4=CC=CC=C4C(C23)(C)C)N(C2=CC=CC=C2)C2=CC=CC=C2)C=CC1)B1OC(C(O1)(C)C)(C)C)C1=CC=CC=C1